CC(CC[Mg]Br)=C (3-methylbut-3-en-1-yl)magnesium bromide